CN(C=1C=C(C(=O)NC2=CC(=C(C=C2)C)NC(C2=CC=C(C=C2)O)=O)C=CC1)C 3-(dimethylamino)-N-[3-[(4-hydroxybenzoyl)amino]-4-methylphenyl]benzamide